2-(4-chloro-1-isopropyl-1H-pyrazol-5-yl)-N-(4-(1-ethyl-4-(trifluoromethyl)-1H-imidazol-2-yl)phenyl)-4,5,6,7-tetrahydropyrazolo[1,5-a]pyridin-4-amine ClC=1C=NN(C1C1=NN2C(C(CCC2)NC2=CC=C(C=C2)C=2N(C=C(N2)C(F)(F)F)CC)=C1)C(C)C